The molecule is an alpha-amino acid that consists of alanine where one of the methyl hydrogens is substituted with a seleno group. It has a role as a human metabolite. It contains a selanylmethyl group. It is a conjugate base of a selenocysteinium. It is a conjugate acid of a selenocysteinate(1-). C(C(C(=O)O)N)[Se]